COC1=CC(=C(C=O)C=C1OC)\C=C\C=C=O (E)-4,5-dimethoxy-2-(3-carbonyl-propenyl)benzaldehyde